ClC(COC([O-])=O)(Cl)Cl trichloroethylcarbonate